CC(=CCC1=C(C2=C(C=C1O)OC3=C(C2=O)C(=C(C(=C3)O)O)CC=C(C)C)O)C The molecule is a member of the class of xanthones that is 9H-xanthene substituted by hydroxy group at positions 1, 3, 6 and 7, an oxo group at position 9 and prenyl groups at positions 2 and 8. Isolated from the stems of Cratoxylum cochinchinense, it exhibits antitumour activity. It has a role as an antineoplastic agent, a protein kinase inhibitor and a plant metabolite. It is a member of xanthones and a member of phenols.